(2S)-4-(6-Chloropyridazin-3-yl)-2-methylpiperazine-1-carboxylic acid tert-butyl ester C(C)(C)(C)OC(=O)N1[C@H](CN(CC1)C=1N=NC(=CC1)Cl)C